10-iodo-3-decenyl hexoxymethyl ether C(CCCCC)OCOCCC=CCCCCCCI